6-(1-(2-(((4-methyl-3-(trifluoromethyl)phenyl)amino)-2-oxoethyl)-1H-pyrazol-4-yl)-1H-indazol-3-yl)nicotinamide CC1=C(C=C(C=C1)NC(CN1NC=C(C1)N1N=C(C2=CC=CC=C12)C1=NC=C(C(=O)N)C=C1)=O)C(F)(F)F